2-[1-(3-bromo-2-fluoro-phenyl)ethyl-cyclopropyl-amino]acetamide BrC=1C(=C(C=CC1)C(C)N(CC(=O)N)C1CC1)F